4-(4-((2-Methoxyethyl)amino)isoindoline-2-carbonyl)-5,6-dimethyl-1,3-phenylene diacetate C(C)(=O)OC1=CC(=C(C(=C1C)C)C(=O)N1CC2=CC=CC(=C2C1)NCCOC)OC(C)=O